tert-butyl 3-((6-((tert-butoxycarbonyl)(4,4-difluorocyclohexyl)amino)-2-cyanopyrimidin-4-yl)oxy)azetidine-1-carboxylate C(C)(C)(C)OC(=O)N(C1=CC(=NC(=N1)C#N)OC1CN(C1)C(=O)OC(C)(C)C)C1CCC(CC1)(F)F